COC=1N=C2C(=CC=NC2=CC1OC)OC1=C(C=C(C=C1)NC(=O)C1=C(N(C=C(C1=O)C1=C(C=C(C=C1)F)OC)CCF)C)F N-[4-[(6,7-dimethoxy-1,5-naphthyridin-4-yl)oxy]-3-fluorophenyl]-1-(2-fluoroethyl)-5-(4-fluoro-2-methoxyphenyl)-2-methyl-4-oxopyridine-3-carboxamide